BrC=1C=CC=C2C=3C=CC=C(C3C=CC12)O 8-bromophenanthrol